((4-((4-cyanophenyl)amino)-6,7-dimethoxyquinazolin-2-yl)thio)cyclobutane-1-carboxylic acid C(#N)C1=CC=C(C=C1)NC1=NC(=NC2=CC(=C(C=C12)OC)OC)SC1(CCC1)C(=O)O